3-[(4-fluorobenzyl)sulfanyl]-5-propyl[1,2,4]triazolo[4,3-a]pyrimidin-7(8H)-one FC1=CC=C(CSC2=NN=C3N2C(=CC(N3)=O)CCC)C=C1